C(C1=CC=CC=C1)OCCOC=1C=CC(=NC1N1CCC(CC1)(F)F)C1=NN=C(O1)C1=C(C=C(C=C1)NS(=O)(=O)CCO)N1CCC2(CC2)CC1 N-(4-(5-(5-(2-(benzyloxy)ethoxy)-6-(4,4-difluoropiperidin-1-yl)pyridin-2-yl)-1,3,4-oxadiazol-2-yl)-3-(6-azaspiro[2.5]octan-6-yl)phenyl)-2-hydroxyethane-1-sulfonamide